C(C1=CC=CC=C1)O[C@@H]1[C@H]([C@@H](O)O[C@@H]([C@@H]1OCC1=CC=CC=C1)CO)O 3,4-di-O-benzyl-α-D-galactopyranose